Dioxacyclopentene-4-ol C1=COC(O1)O